The molecule is a FAHFA obtained by formal condensation of the carboxy group of palmitic acid with the hydroxy group of 13-hydroxystearic acid. It has a role as an anti-inflammatory agent, a human metabolite and a hypoglycemic agent. It is a FAHFA and a long-chain fatty acid. It derives from a hexadecanoic acid and an octadecanoic acid. It is a conjugate acid of a 13-PAHSA(1-). CCCCCCCCCCCCCCCC(=O)OC(CCCCC)CCCCCCCCCCCC(=O)O